2-(2-(5-(5,5-dimethyl-5H-dibenzo[b,d]silol-3-yl)-3,6-diphenylpyrazin-2-yl)phenyl)-4,6-diphenylpyrimidine C[Si]1(C2=C(C3=C1C=CC=C3)C=CC(=C2)C=2N=C(C(=NC2C2=CC=CC=C2)C2=C(C=CC=C2)C2=NC(=CC(=N2)C2=CC=CC=C2)C2=CC=CC=C2)C2=CC=CC=C2)C